BrC1=C(C=CC=C1C)CCCO 3-(2-bromo-3-methylphenyl)n-propanol